coumarin monosulfur [S].O1C(=O)C=CC2=CC=CC=C12